N-(3-fluorophenyl)-2-(5-methyl-1,3,4-thiadiazol-2-yl)-N-({5-[5-(trifluoromethyl)-1,2,4-oxadiazol-3-yl]pyridin-2-yl}methyl)acetamide FC=1C=C(C=CC1)N(C(CC=1SC(=NN1)C)=O)CC1=NC=C(C=C1)C1=NOC(=N1)C(F)(F)F